piperazine-2,6-diylbis(butane-4,1-diyl) bis(2-heptylnonanoate) C(CCCCCC)C(C(=O)OCCCCC1NC(CNC1)CCCCOC(C(CCCCCCC)CCCCCCC)=O)CCCCCCC